C(#N)[C@H](C[C@H]1C(NCC1)=O)NC([C@@H](NC(C1=C(C=CC=C1Cl)Cl)=O)CC(C)C)=O N-{(1S)-1-cyano-2-[(3S)-2-oxopyrrolidin-3-yl]ethyl}-N2-(2,6-dichlorobenzoyl)-L-leucinamide